7-isopropoxy-N-(1-methyl-1H-pyrazol-3-yl)-2-(4-methyl-2-oxabicyclo[2.2.2]octan-1-yl)imidazo[1,2-a]pyrimidine-6-carboxamide C(C)(C)OC1=NC=2N(C=C1C(=O)NC1=NN(C=C1)C)C=C(N2)C21OCC(CC2)(CC1)C